5-chloro-2-(2-methoxyphenyl)-3-methyl-1H-pyrrolo[2,3-c]pyridine ClC=1C=C2C(=CN1)NC(=C2C)C2=C(C=CC=C2)OC